6-(4-Fluorophenyl)-8-methoxy-N-((6-morpholinopyridazin-3-yl)methyl)quinazolin-4-amine FC1=CC=C(C=C1)C=1C=C2C(=NC=NC2=C(C1)OC)NCC=1N=NC(=CC1)N1CCOCC1